C(C(C)C)NC(=O)C1=CC=C(C=C1)B(O)O 4-(isobutylaminocarbonyl)phenylboronic acid